FC1=C(C=CC(=C1)OC1=CC(=NC=C1)N1C[C@@H](CCC1)OC)NC1=NC=NN2C1=C(C=C2)C2CCN(CC2)C(C=C)=O (R)-1-(4-(4-((2-fluoro-4-((2-(3-methoxypiperidin-1-yl)pyridin-4-yl)oxy)phenyl)amino)pyrrolo[2,1-f][1,2,4]triazin-5-yl)piperidin-1-yl)prop-2-en-1-one